N1(CCOCC1)S(=O)(=O)NC1=CC=C(C=C1)C1=C2N=CNC2=NC(=N1)NC(=O)C1CC1 N-(6-(4-(morpholine-4-sulfonylamino)phenyl)-9H-purin-2-yl)cyclopropylcarboxamide